COC1=C(C(=CC=C1)OC[C@@H]1NCCCC1)C1=CC(=NN1)NC=1N=CC(=NC1)C#N (R)-5-((5-(2-methoxy-6-(piperidin-2-ylmethoxy)phenyl)-1H-pyrazol-3-yl)amino)pyrazine-2-carbonitrile